ClC1=NN(C2=NC(=NC=C21)Cl)CCCOC2=NN(C(=C2[N+](=O)[O-])CC)C=2C(=NC=CC2)OC 3,6-Dichloro-1-(3-((5-ethyl-1-(2-methoxypyridin-3-yl)-4-nitro-1H-pyrazol-3-yl)oxy)propyl)-1H-pyrazolo[3,4-d]pyrimidine